C1(CC1)C1=NN=C(S1)C(N1C[C@@H](N(C[C@H]1C)C1=CC(N(C=2C=CC(=NC12)C#N)C)=O)C)C1=CC=C(C=C1)F 8-((2s,5r)-4-((5-cyclopropyl-1,3,4-thiadiazol-2-yl)(4-fluorophenyl)methyl)-2,5-dimethylpiperazin-1-yl)-5-methyl-6-oxo-5,6-dihydro-1,5-naphthyridine-2-carbonitrile